2-(2-(3,3-difluoropyrrolidin-1-yl)-4-(2-fluorophenyl)pyridin-3-yl)-6-methyl-3H-imidazo[4,5-c]pyridine FC1(CN(CC1)C1=NC=CC(=C1C1=NC2=C(C=NC(=C2)C)N1)C1=C(C=CC=C1)F)F